6-(methylamino)pyrimidin CNC1=CC=NC=N1